2-(3-((4-amino-6-chloro-1H-pyrazolo[3,4-d]pyrimidin-1-yl)methyl)-5-methoxyphenyl)ethane-1-ol NC1=C2C(=NC(=N1)Cl)N(N=C2)CC=2C=C(C=C(C2)OC)CCO